1-(4-(7-(difluoromethyl)-6-(1-Methyl-1H-pyrazol-4-yl)-3,4-dihydroquinolin-1(2H)-yl)-6-((1r,4r)-4-(methylsulfonyl)cyclohexyl)isoindolin-2-yl)ethan-1-one FC(C1=C(C=C2CCCN(C2=C1)C1=C2CN(CC2=CC(=C1)C1CCC(CC1)S(=O)(=O)C)C(C)=O)C=1C=NN(C1)C)F